N(C(=N)N)C1=CC=C(C(=O)NC2CCC(CC2)NC2=CC(=NC(=C2)C(F)(F)F)C(F)(F)F)C=C1 4-carbamimidamido-N-[(1s,4s)-4-{[2,6-bis(trifluoromethyl)pyridin-4-yl]amino}cyclohexyl]benzamide